[Cu+].CC1=C(C(C(=O)O)=CC=C1)O 3-methylsalicylic acid copper (I)